ClCC(=O)N1CCOCC1 2-chloro-1-morpholinoethan-1-one